Cl.NCCCOC(\C=C\C1=CC=CC=C1)=O (E)-3-aminopropyl-3-phenylacrylate hydrochloride